N1N=NN=C1C1=C(C=CC=C1)C1=CC(=CC(=N1)N(CC(C)C)CC1=CC=CC=C1)NC1=NC(=NC=C1)C 6-(2-(1H-tetrazol-5-yl)phenyl)-N2-benzyl-N2-isobutyl-N4-(2-methylpyrimidin-4-yl)pyridine-2,4-diamine